4-chloro-1-((2-(trimethylsilyl)ethoxy)methyl)-1H-pyrrolo[2,3-b]Pyridine-3-carbonitrile ClC1=C2C(=NC=C1)N(C=C2C#N)COCC[Si](C)(C)C